4'-O-Methyl-Pyridoxine COCC1=C(C(=NC=C1CO)C)O